(2-methoxy-4-((1-methyl-1H-pyrazol-4-yl)oxy)phenyl)boronic acid COC1=C(C=CC(=C1)OC=1C=NN(C1)C)B(O)O